OC1=C(C=CC=C1)/C=C/C(=O)C1=CC=C(C=C1)C (2E)-3-(2-hydroxyphenyl)-1-(4-methylphenyl)prop-2-en-1-one